2-(2-cyclobutyl-1,3-thiazol-5-yl)benzoic acid C1(CCC1)C=1SC(=CN1)C1=C(C(=O)O)C=CC=C1